{[8-fluoro-6-hydroxy-7-(1,1,4-trioxo-1λ6,2,5-thiadiazolidin-2-yl)naphthalen-2-yl]oxy}acetonitrile FC=1C(=C(C=C2C=CC(=CC12)OCC#N)O)N1S(NC(C1)=O)(=O)=O